ClC=1C(=C(C=CC1C#N)C1=NN(C=C1)C[C@@H](C)NC(OC(C)(C)C)=O)C (R)-tert-Butyl 1-(3-(3-chloro-4-cyano-2-methylphenyl)-1H-pyrazol-1-yl)propan-2-ylcarbamate